tert-butyl (E)-(2-(2-(2-(N-((1,2,3,5,6,7-hexahydro-s-indacen-4-yl)carbamoyl)sulfamoyl)vinyl)-2-methylazetidin-1-yl)ethyl)(methyl)carbamate C1CCC2=C(C=3CCCC3C=C12)NC(=O)NS(=O)(=O)/C=C/C1(N(CC1)CCN(C(OC(C)(C)C)=O)C)C